C(C1=CC=CC=C1)N1C(=NC2=C1C=CC(=C2)OC(C)C)C2=C(C=C(C=C2)O[C@H]2CCN(CCC2)C)Cl |r| (rac)-1-benzyl-2-(2-chloro-4-((1-methylazepan-4-yl)oxy)phenyl)-5-isopropoxy-1H-benzo[d]imidazole